C(C1=CC=CC=C1)N1C(C2=CC=CC=C2C2(C=CC(C3=CC=CC=C23)=O)C1=O)=O 2-Benzyl-1H,4'H-spiro[isoquinoline-4,1'-naphthalene]-1,3,4'(2H)-trione